6-(6-(difluoromethoxy)pyridin-3-yl)-N-((5-(dimethylamino)-2-fluorobenzyl)oxy)pyrazine-2-carboxamide FC(OC1=CC=C(C=N1)C1=CN=CC(=N1)C(=O)NOCC1=C(C=CC(=C1)N(C)C)F)F